diethyl-1-triazene dipotassium salt [K].[K].C(C)N(N=N)CC